FC(C(=O)O)(F)F.FC=1C=C(C(=O)NCC2CCC(CC2)N2N=C3C=C(C=CC3=C2)C=2C=NC=C(C2)OC)C=C(C1O)F 3,5-difluoro-4-hydroxy-N-({(1r,4r)-4-[6-(5-methoxypyridin-3-yl)-2H-indazol-2-yl]cyclohexyl}methyl)benzamide, trifluoroacetate salt